[1,4,5]oxadiazepin O1C=CN=NC=C1